CN1N=CC(=C1)C=1C=CC=2N(C1)N=CC2N2CCN(CC2)C2=NC=C(C=N2)SC2=CC=CC=C2 6-(1-methyl-1H-pyrazol-4-yl)-3-(4-(5-(phenylthio)pyrimidin-2-yl)piperazin-1-yl)pyrazolo[1,5-a]pyridine